(S)-N-((8-(6-(tert-butyl)-5-fluoropyridin-3-yl)-7-cyano-6-oxo-3,4-dihydro-2H,6H-pyrimido[2,1-b][1,3]thiazin-3-yl)methyl)acetamide C(C)(C)(C)C1=C(C=C(C=N1)C=1N=C2SC[C@H](CN2C(C1C#N)=O)CNC(C)=O)F